[N+](=O)([O-])C1=C2C(N(C=NC2=CC=C1)C1(CC1)C1=CC=CC=C1)=O 5-nitro-3-(1-phenylcyclopropyl)quinazolin-4(3H)-one